C1(CCCCC1)N=CCC[Si](OCC)(OCC)OCC 3-(1-cyclohexylimino)propyltriethoxysilane